C1CC12CCN(CC2)C2=C(C=CC(=C2)NS(=O)(=O)CCO)NC(=O)C=2C=C1C=CC=NC1=C(C2)N2CCC(CC2)(F)F N-(2-{6-azaspiro[2.5]octane-6-yl}-4-(2-Hydroxyethanesulfonamido)phenyl)-8-(4,4-difluoropiperidin-1-yl)quinoline-6-carboxamide